7-neopentyl-5,6,7,8-tetrahydro-1,6-naphthyridine-2-sulfonate C(C(C)(C)C)C1NCC=2C=CC(=NC2C1)S(=O)(=O)[O-]